ClC=1C(=C(C(N(N1)C)=O)CC(=O)NC1C(C1)C=1C=NC=C(C1)F)CO 2-[6-chloro-5-(hydroxymethyl)-2-methyl-3-oxo-pyridazin-4-yl]-N-[2-(5-fluoro-3-pyridinyl)cyclopropyl]Acetamide